5-(Azetidin-2-ylmethoxy)-N-(1-(7-(5-cyanothiophen-2-yl)quinolin-5-yl)cyclopropyl)-2-methylbenzamide N1C(CC1)COC=1C=CC(=C(C(=O)NC2(CC2)C2=C3C=CC=NC3=CC(=C2)C=2SC(=CC2)C#N)C1)C